FC([C@H]1N(CCNC1)CC(=O)OCC)(F)F (S)-ethyl 2-(2-(trifluoromethyl)piperazin-1-yl)acetate